dimethyl (R)-2-(5-(1,3-dioxolan-2-yl)-6-((1-(2-methyl-3-(tri-fluoromethyl)phenyl)prop-2-yn-1-yl)amino)pyrimidin-4-yl)malonate O1C(OCC1)C=1C(=NC=NC1N[C@H](C#C)C1=C(C(=CC=C1)C(F)(F)F)C)C(C(=O)OC)C(=O)OC